C1(CC1)C1=C(N=C(S1)NS(=O)(=O)C1=C(C=C(C=N1)NC(C)=O)C)C1=CC(=C(C=C1)F)F N-(6-(N-(5-cyclopropyl-4-(3,4-difluorophenyl)thiazol-2-yl)sulfamoyl)-5-methylpyridin-3-yl)acetamide